ClC=1C=C(C=C(C1OC=1C=C2C3(C(NC2=CC1)=O)CCC3)Cl)N3N=C(C(NC3=O)=O)C#N 2-(3,5-dichloro-4-((2'-oxospiro[cyclobutane-1,3'-indolin]-5'-yl)oxy)phenyl)-3,5-dioxo-2,3,4,5-tetrahydro-1,2,4-triazine-6-carbonitrile